C1=CC=CC=2C3=CC=CC=C3C(C12)COC(=O)N[C@@H](CC(=O)O)CC=C (3R)-3-(9H-Fluoren-9-ylmethoxycarbonylamino)hex-5-enoic acid